gamma-dodecyl-glutamic acid C(CCCCCCCCCCC)C(C[C@H](N)C(=O)O)C(=O)O